N-(3-(difluoromethyl)-1-(1-(3-(2,6-dioxopiperidin-3-yl)benzyl)piperidin-4-yl)-1H-pyrazol-4-yl)-5-morpholinopyrazolo[1,5-a]pyrimidine-3-carboxamide FC(C1=NN(C=C1NC(=O)C=1C=NN2C1N=C(C=C2)N2CCOCC2)C2CCN(CC2)CC2=CC(=CC=C2)C2C(NC(CC2)=O)=O)F